C(CCCCCCCC\C=C/CC)=O (Z)-10-tridecenal